2-((R)-3-((6-chloro-5-methylpyridazin-3-yl)amino)piperidin-1-yl)propan-1-ol ClC1=C(C=C(N=N1)N[C@H]1CN(CCC1)C(CO)C)C